C1(=CC=CC=C1)N(C1=CC=C(C=C1)C1=CC=C(C=C1)N(C1=CC=CC=C1)C1=CC=CC=C1)C1=CC=CC=C1 N4,N4,N4',N4'-tetraphenylbiphenyl-4,4'-diamine